C(#N)C1=C(SC2=C1CN(CC2)CC2CCCCC2)NC(CC2=CC1=C(S(CC1)(=O)=O)C=C2)=O N-(3-cyano-5-(cyclohexylmethyl)-4,5,6,7-tetrahydrothieno[3,2-c]pyridin-2-yl)-2-(1,1-dioxido-2,3-dihydrobenzo[b]thiophen-5-yl)acetamide